COC(\C=C(/C)\CCC=C(C)C)=O geranic acid methyl ester